4-Fluoro-1-methylpyrrolidin-3-yl (8-amino-7-fluoro-6-(8-methyl-2,3-dihydro-1H-pyrido[2,3-b][1,4]oxazin-7-yl)isoquinolin-3-yl)carbamate NC=1C(=C(C=C2C=C(N=CC12)NC(OC1CN(CC1F)C)=O)C1=C(C2=C(OCCN2)N=C1)C)F